3-[2-({1-[2-(2,6-dioxopiperidin-3-yl)-1-oxo-3H-isoindol-4-yl]-1,2,3-triazol-4-yl}methoxy)ethoxy]propionic acid O=C1NC(CCC1N1C(C2=CC=CC(=C2C1)N1N=NC(=C1)COCCOCCC(=O)O)=O)=O